2-vinyl-4,4,5,5-tetramethyl-1,3,2-dioxaborolan C(=C)B1OC(C(O1)(C)C)(C)C